deoxyguanosine-5'-monophosphate P(=O)(O)(O)OC[C@@H]1[C@H](C[C@@H](O1)N1C=NC=2C(=O)NC(N)=NC12)O